N-(4-Cyanobenzyl)-6-((1-((1-(2-hydroxypropoxy)-2-methylpropan-2-yl)sulfonyl)cyclopropyl)methyl)-1-methyl-7-oxo-4,5,6,7-tetrahydro-1H-pyrazolo[3,4-c]pyridine-3-carboxamide C(#N)C1=CC=C(CNC(=O)C2=NN(C=3C(N(CCC32)CC3(CC3)S(=O)(=O)C(COCC(C)O)(C)C)=O)C)C=C1